7-methyl-7,8-dihydro-5H-1,6-naphthyridine-6-carboxylic acid tert-butyl ester C(C)(C)(C)OC(=O)N1CC=2C=CC=NC2CC1C